C1(CCC1)N1N=CC=2C1=NC=C(C2)C(=O)O 1-cyclobutylpyrazolo[3,4-b]pyridine-5-carboxylic acid